NC1=NC=CS1 AminoThiazol